ClC=1N=NC(=CC1)C(C)N1N=NC(=C1)C=1C=NC=C(C1)OC 3-chloro-6-[1-[4-(5-methoxy-3-pyridyl)triazol-1-yl]ethyl]pyridazine